6-[1-[1-(2-aminoacetyl)-4-piperidinyl]pyrazol-4-yl]-2-[(2S)-2-methylazetidin-1-yl]-4-(trifluoromethyl)pyridine-3-carbonitrile NCC(=O)N1CCC(CC1)N1N=CC(=C1)C1=CC(=C(C(=N1)N1[C@H](CC1)C)C#N)C(F)(F)F